NN1C(=NC(=C1C(=O)N)C1=CC=C(C=C1)C(NC1=NC=CC(=C1)CC)=O)[C@H]1NCCC1 (S)-1-amino-4-(4-((4-ethylpyridin-2-yl)carbamoyl)phenyl)-2-(pyrrolidin-2-yl)-1H-imidazole-5-carboxamide